NC=1C2=C(N(C(N1)=O)C1=C(C=CC=C1)C)N=C(C(=C2)OC(F)F)C2CC2 4-amino-7-cyclopropyl-6-(difluoromethoxy)-1-(o-tolyl)pyrido[2,3-d]pyrimidin-2-one